sec-octyl-sulfonate C(C)(CCCCCC)S(=O)(=O)[O-]